7-(4-bromo-3-chloro-benzoyl)-3-oxo-2-(4-pyrazol-1-ylphenyl)-N-[rac-(1S)-1-(2-fluorophenyl)ethyl]-6,8-dihydro-5H-imidazo[1,5-a]pyrazine-1-carboxamide BrC1=C(C=C(C(=O)N2CC=3N(CC2)C(N(C3C(=O)N[C@@H](C)C3=C(C=CC=C3)F)C3=CC=C(C=C3)N3N=CC=C3)=O)C=C1)Cl |r|